(2R,3S,4S)-2-{[4-(1,1-difluoroethyl)phenyl]methyl}-4-hydroxypyrrolidin-3-yl N-[(3-fluorophenyl)methyl]carbamate FC=1C=C(C=CC1)CNC(O[C@H]1[C@H](NC[C@@H]1O)CC1=CC=C(C=C1)C(C)(F)F)=O